C(C1=CC=CC=C1)OC=1C(=C(NC2=CC=C(C=C2)F)C=CC1)C#CC(CO[Si](C)(C)C(C)(C)C)(C)C 3-benzyloxy-2-[4-[tert-butyl-(dimethyl)silyl]oxy-3,3-dimethyl-but-1-ynyl]-N-(4-fluorophenyl)aniline